N1(N=NC=C1)C1=CC=C(N=N1)CN1C(C(N(CC1)C1CCCC1)=O)=O 1-((6-(1H-1,2,3-triazol-1-yl)pyridazin-3-yl)methyl)-4-cyclopentylpiperazine-2,3-dione